1-ethenylsulfonylethane C(=C)S(=O)(=O)CC